methylenebis[5-(dimethylamino)phenol] C(C1=C(C=C(C=C1)N(C)C)O)C1=C(C=C(C=C1)N(C)C)O